8-(3,4-bis(trifluoromethyl)pyridin-2-yl)-9-(4-((1-(3-fluoropropyl)azetidin-3-yl)methyl)phenyl)-6,7-dihydro-5H-benzo[7]annulene-3-carboxylic acid FC(C=1C(=NC=CC1C(F)(F)F)C=1CCCC2=C(C1C1=CC=C(C=C1)CC1CN(C1)CCCF)C=CC(=C2)C(=O)O)(F)F